C(C=C)(=O)C12C(OC(C1C1CC3C4(CCCC(C4CCC32C=C1C(C)C)(C(=O)N)C)C)=O)=O acryloyl-12-isopropyl-6,9a-dimethyl-1,3-dioxo-3,3a,4,5,5a,6,7,8,9,9a,9b,10,11,11a-tetradecahydro-1H-3b,11-ethenophenanthro[1,2-c]Furan-6-carboxamide